N-[(1S)-1-(5-Cyano-3-fluoropyridin-2-yl)ethyl]-2,2-difluoro-2-(6-fluoro-4-methyl-2-oxo-1H-quinolin-3-yl)acetamide C(#N)C=1C=C(C(=NC1)[C@H](C)NC(C(C=1C(NC2=CC=C(C=C2C1C)F)=O)(F)F)=O)F